6-((2-amino-3-chloropyridin-4-yl)thio)-3-((3S,4S)-4-amino-3-methyl-2-oxa-8-azaspiro[4.5]decan-8-yl)pyrazin-2-ol NC1=NC=CC(=C1Cl)SC1=CN=C(C(=N1)O)N1CCC2([C@@H]([C@@H](OC2)C)N)CC1